C(/CCCCCCCC)=C/1\COC(C1)C (E,Z)-3-nonylidene-5-methyl-dihydro-furan